FC=1C=CC=C(C(=O)N(C(C)C)C2CC(C2)O)C1 5-fluoro-N-((1r,3r)-3-hydroxycyclobutyl)-N-isopropylbenzamide